N-[2-(bromomethyl)-4-methoxyphenyl]-N-methylmethanesulfonamide BrCC1=C(C=CC(=C1)OC)N(S(=O)(=O)C)C